(Sr)-titanium oxide [O-2].[Ti+4].[O-2]